6-(2,6-difluoro-4-(7-fluoro-1-(methyl-d3)-1H-indazol-4-yl)benzyl)-6,7-dihydro-5H-pyrrolo[3,4-b]pyridin-5-one-7,7-d2 FC1=C(CN2C(C3=NC=CC=C3C2=O)([2H])[2H])C(=CC(=C1)C1=C2C=NN(C2=C(C=C1)F)C([2H])([2H])[2H])F